6-Amino-3-((1S,3S)-3-(3-amino-5-methyl-1H-1,2,4-triazol-1-yl)-4'-chloro-1',2'-dihydrospiro[cyclopentane-1,3'-pyrrolo[2,3-b]pyridin]-5'-yl)-2-fluoro-N,N-dimethylbenzamide NC1=CC=C(C(=C1C(=O)N(C)C)F)C=1C(=C2C(=NC1)NC[C@@]21C[C@H](CC1)N1N=C(N=C1C)N)Cl